1-isobutyl-3-methyl-imidazolium nitrate [N+](=O)([O-])[O-].C(C(C)C)N1C=[N+](C=C1)C